4-(2,6-dichlorobenzyloxy)-3-(pyridin-3-ylamino)benzo[d]isoxazole ClC1=C(COC2=CC=CC3=C2C(=NO3)NC=3C=NC=CC3)C(=CC=C1)Cl